(rac)-3-(4-Chlorophenyl)-2-fluoro-N-(4-methyl-3-(pyridin-4-yl)-1H-pyrazol-5-yl)propanamide ClC1=CC=C(C=C1)C[C@H](C(=O)NC1=C(C(=NN1)C1=CC=NC=C1)C)F |r|